FC1(CC1)C=1C=NN(C1)C1=CC=C(C=N1)S(=O)(=O)NC=1C=CC=C2C=NN(C12)C 6-[4-(1-fluorocyclopropyl)pyrazol-1-yl]-N-(1-methylindazol-7-yl)pyridine-3-sulfonamide